(R)-4-(7-bromo-6-chloro-8-cyclopropoxy-2-(((S)-1-methylpyrrolidin-2-yl)methoxy)quinazolin-4-yl)-3-methylpiperazine-1-carboxylic acid tert-butyl ester C(C)(C)(C)OC(=O)N1C[C@H](N(CC1)C1=NC(=NC2=C(C(=C(C=C12)Cl)Br)OC1CC1)OC[C@H]1N(CCC1)C)C